t-butyl (3aR,5s,6aS)-5-(3-(oxazol-2-yl)phenoxy)hexahydrocyclopenta[c]pyrrole-2(1H)-carboxylate O1C(=NC=C1)C=1C=C(OC2C[C@@H]3[C@@H](CN(C3)C(=O)OC(C)(C)C)C2)C=CC1